NC1=NC=2C3=C(C(CC2C=N1)(C)C)C(=NN3)C(=O)NC=3SC(=CN3)CC(=O)N3CCC(CC3)N3CCCCC3 8-amino-N-{5-[2-(1,4'-bipiperidin-1'-yl)-2-oxoethyl]-1,3-thiazol-2-yl}-4,4-dimethyl-4,5-dihydro-1H-pyrazolo[4,3-H]quinazoline-3-carboxamide